(S)-2-(2-chloro-4-(2-((4-chlorobenzyl)oxy)pyrimidin-4-yl)-5-methylbenzyl)-1-(4,4-dimethyltetrahydrofuran-3-yl)-4-fluoro-1H-benzo[d]imidazole-6-carboxylic acid ClC1=C(CC2=NC3=C(N2[C@@H]2COCC2(C)C)C=C(C=C3F)C(=O)O)C=C(C(=C1)C1=NC(=NC=C1)OCC1=CC=C(C=C1)Cl)C